N-(3-chloro-2-fluoro-4-(((R)-tetrahydrofuran-2-yl)methoxy)phenyl)-6-(((S)-pyrrolidin-3-yl)oxy)pyrido[3,2-d]pyrimidin-4-amine ClC=1C(=C(C=CC1OC[C@@H]1OCCC1)NC=1C2=C(N=CN1)C=CC(=N2)O[C@@H]2CNCC2)F